C1(=CC=CC=C1)N(C(=O)N1[C@@H]([C@H]2CC[C@@H](C1)N2C(N(C(C)C2=CC=CC=C2)C)=O)C(=O)O)C2=CC=CC=C2 (1R,2S,5S)-3-(diphenylcarbamoyl)-8-(methyl(1-phenylethyl)carbamoyl)-3,8-diazabicyclo[3.2.1]octane-2-carboxylic acid